BrC=1C=C2C(=NN(C2=CC1F)C1OCCCC1)C=C 5-bromo-6-fluoro-1-(tetrahydro-2H-pyran-2-yl)-3-vinyl-1H-indazole